O=C1C=2C=C(C=NC2CCN1CC1=CC(=CC=C1)OC(F)(F)F)C=1C=CC=2N(N1)C=C(N2)CC(=O)N 6-(5-oxo-6-(3-(trifluoromethoxy)benzyl)-5,6,7,8-tetrahydro-1,6-naphthyridin-3-yl)imidazo[1,2-b]pyridazin-2-yl-acetamide